(E)-2-chloro-3-(hydroxymethylene)cyclohex-1-ene-1-carbaldehyde ClC/1=C(CCC\C1=C/O)C=O